FC=1C=C(C#N)C=CC1C1=CC=CC=2N1N=CC2C(=O)N2CCCCC2 3-fluoro-4-[3-(piperidine-1-carbonyl)pyrazolo[1,5-a]pyridin-7-yl]benzonitrile